C(=O)(OC(C)(C)C)NCC1=C(C(=O)O)C=CC=C1 Bocaminomethylbenzoic acid